ClC1=C(C=2OC3=CC=CC=C3C(C2)=O)C=C(C=C1)S(=O)(=O)Cl 2'-chloro-5'-flavonesulfonyl chloride